C(C)(=O)OCCC1=CC(=CC(=C1)OC)OC 2-(3,5-Dimethoxyphenyl)ethyl acetate